(2S,6S)-6-((4-bromophenoxy)methyl)-2-(chloromethyl)-2-(methoxymethyl)-1,4-dioxane BrC1=CC=C(OC[C@@H]2COC[C@@](O2)(COC)CCl)C=C1